O[C@H](CNC1=NC(=CC(=N1)C=1C=C(C=CC1C)NC(=O)N1C[C@@H](CC1)CC(F)(F)F)N1CCOCC1)C (S)-N-(3-(2-(((S)-2-hydroxypropyl)amino)-6-morpholinopyrimidin-4-yl)-4-methylphenyl)-3-(2,2,2-trifluoroethyl)pyrrolidine-1-carboxamide